CC1(CC1)NC(O[C@H]1C[C@H](CC1)C1=NNC(=C1)NC=1C(=NC(=CC1)C(NC)=O)C)=O (1R,3S)-3-(5-((2-methyl-6-(methylcarbamoyl)pyridin-3-yl)amino)-1H-pyrazol-3-yl)cyclopentyl (1-methylcyclopropyl)carbamate